tert-Butyl 4-(5-((6-(3,5-dichlorophenyl)-3-fluoro-4-(((methylsulfonyl)oxy)methyl)pyridin-2-yl)oxy)pyridin-2-yl)piperazine-1-carboxylate ClC=1C=C(C=C(C1)Cl)C1=CC(=C(C(=N1)OC=1C=CC(=NC1)N1CCN(CC1)C(=O)OC(C)(C)C)F)COS(=O)(=O)C